1-(6'-hydroxy-3-methyl-6-phenyl-[2,3'-bipyridin]-5-yl)-3-((1R,2R)-2-hydroxy-4,4-dimethyl-1,2,3,4-tetrahydronaphthalen-1-yl)urea OC1=CC=C(C=N1)C1=NC(=C(C=C1C)NC(=O)N[C@H]1[C@@H](CC(C2=CC=CC=C12)(C)C)O)C1=CC=CC=C1